FC1=C(C=C(C=C1)C1=CN(C2=C1C(N(C=C2)CC(=O)N2CC(C2)(C)F)=O)C=2C=NN(C2)C)C(F)(F)F 3-(4-fluoro-3-(trifluoromethyl)phenyl)-5-(2-(3-fluoro-3-methylazetidin-1-yl)-2-oxoethyl)-1-(1-methyl-1H-pyrazol-4-yl)-1H-pyrrolo[3,2-c]pyridin-4(5H)-one